BrC=1C=C(C=CC1)C1CCN(CC1)C(=O)OCC1=CC=CC=C1 benzyl 4-(3-bromophenyl)piperidine-1-carboxylate